C(C)O\C=C(/C(=O)OCC)\C(C(C)C)=O ethyl (2Z)-2-(ethoxymethylene)-4-methyl-3-oxo-pentanoate